ClC=1C=NN(C(C1Cl)=O)CC(=O)OC methyl 2-(4,5-dichloro-6-oxopyridazin-1(6H)-yl)acetate